3-bromo-4-methyl-N-(5-(trifluoromethyl)pyridin-3-yl)benzamide BrC=1C=C(C(=O)NC=2C=NC=C(C2)C(F)(F)F)C=CC1C